C(C)OC(CC1=C(C=CC=C1)OCC1=NN(C2=CC=C(C=C12)Br)C1CC1)=O 2-(2-((5-bromo-1-cyclopropyl-1H-indazol-3-yl)methoxy)phenyl)acetic acid ethyl ester